5-fluoro-2-((3-methyl-4-((1-methylpiperidin-4-yl)oxy)phenyl)amino)-7H-pyrrolo[2,3-d]pyrimidine FC1=CNC=2N=C(N=CC21)NC2=CC(=C(C=C2)OC2CCN(CC2)C)C